6-(3,4-diaminophenyl)-5-methyl-4,5-dihydropyridazin-3(2H)-one NC=1C=C(C=CC1N)C=1C(CC(NN1)=O)C